(S)-N-(4-(9-(3-aminopyrrolidin-1-yl)-2,3-dihydro-1H-cyclopenta[b]quinolin-7-yl)pyridin-2-yl)cyclopropanecarboxamide hydrochloride Cl.N[C@@H]1CN(CC1)C1=C2C(=NC=3C=CC(=CC13)C1=CC(=NC=C1)NC(=O)C1CC1)CCC2